C1(=CC=CC=C1)C1=CC=C(C=2C3=C(C=CC=C3C12)B(O)O)B(O)O (4-phenylbiphenylene-1,8-diyl)diboronic acid